methansulphonat CS(=O)(=O)[O-]